C(C=C)(=O)N1C[C@@H]2COC3=C(C(N2CC1)=O)C(=NC(=C3Cl)C3=NC(=CC(=C3)C)N)N3CCOCC3 (R)-8-acryloyl-3-(6-amino-4-methylpyridin-2-yl)-4-chloro-1-morpholino-6,6a,7,8,9,10-hexahydro-12H-pyrazino[2,1-c]pyrido[3,4-f][1,4]oxazepin-12-one